(1S,3S)-3-((2-(5-chloro-3-(((5-(cyclobutylmethyl)-1,2,4-oxadiazol-3-yl)amino)methyl)thiophen-2-yl)-4-methylpyrimidin-5-yl)oxy)cyclohexane-1-carboxylic acid ClC1=CC(=C(S1)C1=NC=C(C(=N1)C)O[C@@H]1C[C@H](CCC1)C(=O)O)CNC1=NOC(=N1)CC1CCC1